FC=1C(=C(C=CC1OC(F)(F)F)C1(CC1)C(=O)OC(C)(C)C)OC tert-butyl 1-[3-fluoro-2-methoxy-4-(trifluoromethoxy)phenyl]cyclopropane-1-carboxylate